C(C1=CC=CC=C1)SC=1SC(=CN1)CC(=O)OC methyl 2-[2-(benzylsulfanyl)-1,3-thiazol-5-yl]acetate